indium-silver-lead [Pb].[Ag].[In]